1-(4-(6-chloro-7-(4-chloro-2-fluorophenyl)quinazolin-4-yl)piperazin-1-yl)prop-2-en-1-one ClC=1C=C2C(=NC=NC2=CC1C1=C(C=C(C=C1)Cl)F)N1CCN(CC1)C(C=C)=O